FC=1C=C(CN2C(=NC3=NC=C(C=C32)N3C=CC=2C3=NC(=CN2)C=2C(=NN(C2)C)C)C)C=C(C1)F 1-(3,5-difluorobenzyl)-6-(3-(1,3-dimethyl-1H-pyrazol-4-yl)-5H-pyrrolo[2,3-b]pyrazin-5-yl)-2-methyl-1H-imidazo[4,5-b]pyridine